6-chloro-4-((1-methylpiperidin-4-yl)methyl-amino)-N-(2,2,2-trifluoroethyl)pyridazine-3-carboxamide ClC1=CC(=C(N=N1)C(=O)NCC(F)(F)F)NCC1CCN(CC1)C